C(C)OC(C=C)=O.C(C)NCC N,N-diethylamine ethyl-acrylate